4-(4-chloro-5-(2-hexyldecyl)thiophene-2-yl)-8-(3-chloro-5-fluorophenyl)benzo[1,2-b:4,5-b']dithiophene ClC=1C=C(SC1CC(CCCCCCCC)CCCCCC)C1=C2C(SC=C2)=C(C2=C1SC=C2)C2=CC(=CC(=C2)F)Cl